butyl-3-methylimidazolium bis(trifluoromethanesulfonimide) [N-](S(=O)(=O)C(F)(F)F)S(=O)(=O)C(F)(F)F.[N-](S(=O)(=O)C(F)(F)F)S(=O)(=O)C(F)(F)F.C(CCC)C=1NC=C[N+]1C.C(CCC)C=1NC=C[N+]1C